[N+](=O)([O-])C=1C=C(N(N1)CCOC1OCCCC1)CO [5-nitro-2-(2-tetrahydropyran-2-yloxyethyl)pyrazol-3-yl]methanol